4-hydroxybenzil OC1=CC=C(C=C1)C(=O)C(=O)C1=CC=CC=C1